5-(8,9,10,11-tetrahydro-3H-pyrrolo[3,2-a]phenanthridin-7-yl)benzene-1,2,3-triol C1=CNC=2C1=C1C=3CCCCC3C(=NC1=CC2)C=2C=C(C(=C(C2)O)O)O